O=C1NC(CCC1N1C(C2=CC=C(C=C2C1=O)NCCCCCCN1N=CC(=C1)C1=NC2=CC=CC=C2N=C1)=O)=O 2-(2,6-dioxopiperidin-3-yl)-5-((6-(4-(quinoxalin-2-yl)-1H-pyrazol-1-yl)hexyl)amino)isoindoline-1,3-dione